(7S)-7-tert-butyl-N-[(1R)-3-(4-hydroxypiperidin-1-ium-1-yl)-1-[4-(2-methylpyrazol-3-yl)phenyl]propyl]-5,6,7,8-tetrahydrothiazolo[5,4-b]quinoline-2-carboxamide C(C)(C)(C)[C@@H]1CC=2C=C3C(=NC2CC1)SC(=N3)C(=O)N[C@H](CC[NH+]3CCC(CC3)O)C3=CC=C(C=C3)C=3N(N=CC3)C